ClC1=CC(=C(OCC[C@@H](B2OC(C(O2)(C)C)(C)C)C([C@@H](COC)NC(=O)C2=NC=CN=C2)=O)C=C1)F N-((R)-1-((R)-3-(4-chloro-2-fluorophenoxy)-1-(4,4,5,5-tetramethyl-1,3,2-dioxaborolan-2-yl)propyl)-3-methoxy-1-oxopropan-2-yl)pyrazine-2-carboxamide